2-[[(2S,3R)-3-amino-2-hydroxy-4-phenyl-butanoyl]amino]-3-(2-bromophenyl)propanoic acid N[C@@H]([C@@H](C(=O)NC(C(=O)O)CC1=C(C=CC=C1)Br)O)CC1=CC=CC=C1